C(C)C1=NC2=CC=C(C=C2NC1=O)CN1CCN(CC1)C=1C=CC(=NC1C)C(=O)NC 5-[4-[(2-ethyl-3-oxo-4H-quinoxalin-6-yl)methyl]piperazin-1-yl]-N,6-dimethylpyridine-2-carboxamide